5-[(2,4-Difluorobenzyl)methylamino]-2-(pyridin-2-yl)-4,5,6,7-tetrahydro-2H-indazol-3-ol FC1=C(CN(C2CC3=C(N(N=C3CC2)C2=NC=CC=C2)O)C)C=CC(=C1)F